pentaerythritol mono-ricinoleate C(CCCCCCC\C=C/C[C@H](O)CCCCCC)(=O)OCC(CO)(CO)CO